[C@H]12C(NC(CC1)C2)C#N (S)-exo-3-azabicyclo[2.2.1]heptane-2-carbonitrile